dibromo-5-fluoro-1,1'-biphenyl BrC=1C(=C(C=C(C1)F)C1=CC=CC=C1)Br